N-t-butyl-N'-(2,6-diisopropyl-4-phenoxyphenyl)formamidine C(C)(C)(C)NC=NC1=C(C=C(C=C1C(C)C)OC1=CC=CC=C1)C(C)C